(S)-1-(5-chloro-1H-pyrrole-2-carbonyl)-N-(3,4,5-trifluorophenyl)pyrrolidine-3-carboxamide ClC1=CC=C(N1)C(=O)N1C[C@H](CC1)C(=O)NC1=CC(=C(C(=C1)F)F)F